N-(4-cyanophenyl)-4-methylpiperidine-4-carboximidamide C(#N)C1=CC=C(C=C1)NC(=N)C1(CCNCC1)C